NC=1NC(C=2N(C(N(C2N1)[C@@H]1O[C@H]([C@H]([C@H]1O)F)CO)=O)CC=1C=C(C#N)C=CC1)=O |&1:12| 3-((2-Amino-9-((2R,3S,4S,SR)-4-fluoro-3-hydroxy-5-(hydroxymethyl)tetrahydrofuran-2-yl)-6,8-dioxo-1,6,8,9-tetrahydro-7H-purin-7-yl)methyl)benzonitrile